Nα-Benzoyl-L-arginine 4-nitroanilide [N+](=O)([O-])C1=CC=C(NC([C@@H](NC(C2=CC=CC=C2)=O)CCCNC(N)=N)=O)C=C1